benzyl 4-(oxetane-3-carboxamido)piperidine-1-carboxylate O1CC(C1)C(=O)NC1CCN(CC1)C(=O)OCC1=CC=CC=C1